4-bromo-6-chloro-5-methylpyridine-2-carbonitrile BrC1=CC(=NC(=C1C)Cl)C#N